3-methyl-1-(2-nitrophenyl)-1H-pyrrole-2,5-dione CC=1C(N(C(C1)=O)C1=C(C=CC=C1)[N+](=O)[O-])=O